C(CCCCCCCC(=O)O)(=O)O Azelic acid